2-(4-(tert-butyl)phenyl)pyridin C(C)(C)(C)C1=CC=C(C=C1)C1=NC=CC=C1